(13Z,16Z)-4-(((2-(dimethylamino)ethoxy)carbonyl)oxy)docosa-13,16-dien CN(CCOC(=O)OC(CCC)CCCCCCCC\C=C/C\C=C/CCCCC)C